ClC1=CNC2=C(C=CC=C12)NS(=O)(=O)C=1C=NNC1 N-(3-chloro-1H-indol-7-yl)pyrazole-4-sulfonamide